methyl (1s,4s)-6'-(benzyloxy)-2'-bromo-4-(3-chloroanilino)spiro[cyclohexane-1,1'-indene]-4-carboxylate C(C1=CC=CC=C1)OC1=CC=C2C=C(C3(C2=C1)CCC(CC3)(C(=O)OC)NC3=CC(=CC=C3)Cl)Br